C(C)OC(C(C([C@H](CC1=CC(=CC=C1)Cl)N(CC1=CC=C(C=C1)OC)C(=O)OC(C)(C)C)O)(F)F)=O (4S)-4-((tert-Butoxycarbonyl)(4-methoxybenzyl)amino)-5-(3-chlorophenyl)-2,2-difluoro-3-hydroxyvaleric acid ethyl ester